The molecule is a 7,8-dihydrobiopterin in which the 1,2-dihydroxypropyl group has (1R,2S)-configuration; naturally occurring form. It is an enantiomer of a D-erythro-7,8-dihydrobiopterin. C[C@@H]([C@@H](C1=NC2=C(NC1)N=C(NC2=O)N)O)O